1,3-bismaleimidobenzene C1(C=CC(N1C1=CC(=CC=C1)N1C(C=CC1=O)=O)=O)=O